FC1(CCN(C2=CC=CC(=C12)C1CCC(CC1)=O)[C@@H]1C(NC(CC1)=O)=O)F (S)-3-(4,4-difluoro-5-(4-oxocyclohexyl)-3,4-dihydroquinolin-1(2H)-yl)piperidine-2,6-dione